Ammonium bisulfat S([O-])(O)(=O)=O.[NH4+]